1-(5-(4-cyclopropyl-6-methoxypyrimidin-5-yl)-3-(4-(1-methyl-4-(trifluoromethyl)-1H-imidazol-2-yl)benzyl)-2H-pyrazolo[4,3-d]pyrimidin-2-yl)ethan-1-one C1(CC1)C1=NC=NC(=C1C=1N=CC=2C(N1)=C(N(N2)C(C)=O)CC2=CC=C(C=C2)C=2N(C=C(N2)C(F)(F)F)C)OC